N1(CCCC1)C1CCCCCC1 pyrrolidinyl-cycloheptane